C[C@@](CCO)(CC(=O)[O-])O The molecule is a mevalonate. It has a role as a human metabolite and a Saccharomyces cerevisiae metabolite. It is a conjugate base of a (R)-mevalonic acid. It is an enantiomer of a (S)-mevalonate.